N1(C=CC2=CC=CC=C12)B1OC(C)(C)C(C)(C)O1 1-indoleboronic acid pinacol ester